tert-Butyl (3-ethynylbicyclo[1.1.1]pent-1-yl)carbamate C(#C)C12CC(C1)(C2)NC(OC(C)(C)C)=O